FC1([C@@H]([C@@H](N(C1)C(=O)C1(CCC1)O)CC1=C(C(=CC=C1)C1=NC(=CC=C1)C)F)NS(=O)(=O)C1CC1)F N-[(2S,3R)-4,4-difluoro-2-{[2-fluoro-3-(6-methylpyridin-2-yl)phenyl]methyl}-1-(1-hydroxycyclobutane-1-carbonyl)pyrrolidin-3-yl]cyclopropanesulfonamide